C(C)N(CCOB1OC(CC(O1)(C)C)C)CC 2-(beta-diethylaminoethoxy)4,4,6-trimethyl-1,3,2-dioxaborinane